1-(6-bromo-pyridin-2-yl)-pyrrolidin-2-one BrC1=CC=CC(=N1)N1C(CCC1)=O